cyclohexylbutyl-butyl-cyclohexyl-butyl-cyclohexyl-dimethoxysilane C1(CCCCC1)CCCCC(O[Si](OC)(C1CCCCC1)CCCC)(C1CCCCC1)CCCC